2,6-dichloro-4-(methanesulfonylmethyl)-3-methylpyridine ClC1=NC(=CC(=C1C)CS(=O)(=O)C)Cl